FC1(CC(C1)(C)CN1N=C(C(=C1C(=O)OC)I)C1(CC1)C(F)F)F methyl 1-((3,3-difluoro-1-methylcyclobutyl)methyl)-3-(1-(difluoromethyl)cyclopropyl)-4-iodo-1H-pyrazole-5-carboxylate